C(C1=CC=CC=C1)N1CCC(CC1)C1OC2(CC2)CN(C1)C(=O)C1=CC=CC=C1 (5-(1-benzylpiperidin-4-yl)-4-oxa-7-azaspiro[2.5]octan-7-yl)(phenyl)methanone